[Cl-].CC1=NC=CN1CCCCCCCC methyl-3-octyl-imidazole chloride